O=C1NC(CCC1N1C(C2=CC=CC=C2C(=C1)NC(C1=CC=CC=C1)=O)=O)=O N-(2-(2,6-dioxopiperidin-3-yl)-1-oxoisoquinolin-4-yl)benzamide